1,2-Dichloro-1,1,4,4,4-Pentafluorobutan ClC(C(CC(F)(F)F)Cl)(F)F